n-hexyl-acrylic acid C(CCCCC)C(C(=O)O)=C